C(C)(C)(C)N(C(O)=O)C(N1CC(C=2C3=C(C=CC12)C=CC=C3)C)=NC(=O)OC(C)(C)C.Cl.CNC(=N)N3CC(C=1C2=C(C=CC31)C=CC=C2)C N,1-Dimethyl-1,2-dihydro-3H-benzo[e]indole-3-carboximidamide hydrochloride tert-Butyl-(((tert-butoxycarbonyl)imino)(1-methyl-1,2-dihydro-3H-benzo[e]indol-3-yl)methyl)carbamate